(2S)-2-[[(tert-butoxy)carbonyl](methyl)amino]-4,4-dimethylpentanoic acid C(C)(C)(C)OC(=O)N([C@H](C(=O)O)CC(C)(C)C)C